N-(1,4-phenylenedi(methylene))bis(3-acrylamido-N,N-dimethylpropan-1-aminium) bromide [Br-].C1(=CC=C(C=C1)CC(CCNC(C=C)=O)[NH+](C)C)CC(CCNC(C=C)=O)[NH+](C)C.[Br-]